ClC=1C=NC=CC1N1N=CC(=C1C(F)(F)F)C(=O)NC=1C=NC(=C(C1)C#N)N1N=CC=N1 1-(3-chloropyridin-4-yl)-N-(5-cyano-6-(2H-1,2,3-triazol-2-yl)pyridin-3-yl)-5-(trifluoromethyl)-1H-pyrazole-4-carboxamide